6-hydroxy-3-(1-methylpiperidin-4-yl)-1-{[2-(trimethylsilyl)ethoxy]methyl}pyrrolo[3,2-b]pyridine-7-carbaldehyde OC=1C(=C2C(=NC1)C(=CN2COCC[Si](C)(C)C)C2CCN(CC2)C)C=O